OCC1[C@H]2CN(C[C@@H]12)C(CC1=CC=C(C=C1)NC(=O)NCC1=CC=C(C=C1)F)=O [(4-{2-[(5S,1R)-6-(hydroxymethyl)-3-azabicyclo[3.1.0]hex-3-yl]-2-oxoethyl}phenyl)amino]-N-[(4-fluorophenyl)methyl]carboxamide